CC1C(CC(C(C1)O)C)O 2,5-Dimethyl-1,4-cyclohexandiol